3-(4-chlorophenyl)-2-cyclopropyl-2-methyloxirane ClC1=CC=C(C=C1)C1C(O1)(C)C1CC1